tert-butyl {6-chloro-4-[7-cyclopropyl-6-(1-methylpyrazol-4-yl)-3,4-dihydro-2H-quinolin-1-yl]-1,3-dihydroisoindol-2-yl}carboxylate ClC1=CC(=C2CN(CC2=C1)C(=O)OC(C)(C)C)N1CCCC2=CC(=C(C=C12)C1CC1)C=1C=NN(C1)C